N(=[N+]=[N-])CCCCN1C(C(=CC2=C1N=CN=C2N[C@H](C)C2=C(C(=CC=C2)C(C2CCNCC2)(F)F)F)C2CCS(CC2)(=O)=O)=O (R)-8-(4-azidobutyl)-4-((1-(3-(difluoro(piperidin-4-yl)methyl)-2-fluorophenyl)ethyl)amino)-6-(1,1-dioxidotetrahydro-2H-thiopyran-4-yl)pyrido[2,3-d]pyrimidin-7(8H)-one